6-(3-chloropropyl)-4,7-dimethyl-1,3-dihydro-2H-indene-2,2-dicarboxylic acid dimethyl ester COC(=O)C1(CC2=C(C(=CC(=C2C1)C)CCCCl)C)C(=O)OC